chloro-8,8-difluoro-2-(methylthio)-5,6,7,8-tetrahydroquinazoline ClC1=NC(=NC=2C(CCCC12)(F)F)SC